1-(4-(3-isopropyl-2-(8-methoxy-2-methyl-[1,2,4]triazolo[1,5-a]pyridin-6-yl)-1H-indol-5-yl)piperidin-1-yl)-2-(methylamino)ethan-1-one C(C)(C)C1=C(NC2=CC=C(C=C12)C1CCN(CC1)C(CNC)=O)C=1C=C(C=2N(C1)N=C(N2)C)OC